(((benzyloxy)carbonyl)amino)-3-(1-(2-(tert-butoxy)-2-oxoethyl)-1H-indol-3-yl)propanoate C(C1=CC=CC=C1)OC(=O)NC(C(=O)[O-])CC1=CN(C2=CC=CC=C12)CC(=O)OC(C)(C)C